1-(2-(tert-butoxycarbonyl)-2-azaspiro[3.3]hept-6-yl)-1H-pyrazole-4-carboxylic acid C(C)(C)(C)OC(=O)N1CC2(C1)CC(C2)N2N=CC(=C2)C(=O)O